NCC1=NNC(C2=CC=C(C=C12)C1=C(N(N=C1)C)C=1C(=C(C2=CC=CC=C2C1Cl)OC1CC1)C#N)=O (M)-3-[4-[4-(aminomethyl)-1-oxo-2H-phthalazin-6-yl]-2-methyl-pyrazol-3-yl]-4-chloro-1-(cyclopropoxy)naphthalene-2-carbonitrile